isopropylammonium C(C)(C)[NH3+]